3-cyclopropylbut-3-en C1(CC1)C(CC)=C